NC1=C(N=NC(=C1)C1=C(C=CC(=C1)Cl)F)OCC1=C(C=CC=C1)O ({[4-amino-6-(5-chloro-2-fluorophenyl)pyridazin-3-yl]oxy}methyl)phenol